ClC=1C=C(C=CC1C)OC(=O)C1=C(N=NS1)CC1=CC=CC=C1 4-benzyl-1,2,3-thiadiazole-5-carboxylic acid 3-chloro-4-methylphenyl ester